N'-(((S)-2-fluoro-1,2,3,5,6,7-hexahydro-s-indacen-4-yl)carbamoyl)-6,6-dimethyl-6,7-dihydro-5H-pyrazolo[5,1-b][1,3]oxazine-3-sulfonimidamide F[C@H]1CC2=CC=3CCCC3C(=C2C1)NC(=O)N=S(=O)(N)C=1C=NN2C1OCC(C2)(C)C